NC=1C=C(OC=2C=CC(=C(C2)NC(CN(C)C)=O)C)C=C(C1)C=1C(=NOC1C)C N-(5-(3-amino-5-(3,5-dimethylisoxazol-4-yl)phenoxy)-2-methylphenyl)-2-(dimethylamino)acetamide